CC1(CN(C1)C1=NC=C(C=N1)C1(CCC(CC1)N)N)C 1-(2-(3,3-Dimethylazetidin-1-yl)pyrimidin-5-yl)cyclohexane-1,4-diamine